FC1=NNC2=CC=C(C=C12)CN1C(C2=CC=CC=C2C1=O)=O 2-[(3-fluoro-1H-indazol-5-yl)methyl]isoindole-1,3-dione